ClC=1C(=NC(=NC1)C(=O)O)C1OCCOC1 5-chloro-4-(1,4-dioxan-2-yl)pyrimidine-2-carboxylic acid